1-(3,4-dichlorophenyl)-3-(benzothien-2-yl)quinazoline-2,4(1H,3H)-dione ClC=1C=C(C=CC1Cl)N1C(N(C(C2=CC=CC=C12)=O)C=1SC2=C(C1)C=CC=C2)=O